2,5-difluoro-N'-hydroxy-4-methylbenzenecarboximidamide FC1=C(C=C(C(=C1)C)F)C(N)=NO